4-(((3S,4S)-4-acetyl-1-((5-chloropyridin-2-yl)sulfonyl)-4-hydroxypyrrolidine-3-Yl)oxy)-2-fluorobenzonitrile C(C)(=O)[C@]1([C@H](CN(C1)S(=O)(=O)C1=NC=C(C=C1)Cl)OC1=CC(=C(C#N)C=C1)F)O